n-amyl 2-methylbutanoate CC(C(=O)OCCCCC)CC